C(C#C)NC(=O)C=1N(N=CC1)CC=1SC(=CC1)C1=NOC(=N1)C(F)(F)F N-prop-2-ynyl-2-[[5-[5-(trifluoromethyl)-1,2,4-oxadiazol-3-yl]-2-thienyl]methyl]pyrazole-3-carboxamide